FC1=CC=C(C(=O)N2C[C@@H](N(C[C@H]2C)C(=O)OC(C)(C)C)C)C=C1 tert-Butyl (2S,5R)-4-(4-fluorobenzoyl)-2,5-dimethylpiperazine-1-carboxylate